C(C1=CC=CC=C1)NC(CN1N=C(C=CC1=O)C1=C(C=C(C=C1)OC)F)=O N-benzyl-2-(3-(2-fluoro-4-methoxyphenyl)-6-oxopyridazin-1(6H)-yl)acetamide